ClC=1C=C2C=3C=C(C=C(C3NC2=CC1Cl)CCNC(OC(C)(C)C)=O)NC=1N=NC(=CC1)Cl tert-butyl (2-(6,7-dichloro-3-((6-chloropyridazin-3-yl)amino)-9H-carbazol-1-yl)ethyl)carbamate